(bromomethylene)dicyclobutane tert-butyl-(1S,2S,14R)-7-chloro-8-fluoro-11-oxo-4-oxa-6,12,17-triazatetracyclo[12.2.1.02,12.05,10]heptadeca-5(10),6,8-triene-17-carboxylate C(C)(C)(C)OC(=O)N1[C@@H]2[C@H]3COC=4N=C(C(=CC4C(N3C[C@H]1CC2)=O)F)Cl.BrC(C2CCC2)C2CCC2